C(C)(C)(C)N1N=C(C(=C1C)CC=O)C 2-(1-(tert-butyl)-3,5-dimethyl-1H-pyrazol-4-yl)acetaldehyde